2-BENZAMIDOCINNAMALDEHYDE C(C1=CC=CC=C1)(=O)NC1=C(C=CC=O)C=CC=C1